ClS(=O)(=O)CCNC(OC(C)(C)C)=O tert-butyl (2-(chlorosulfonyl)eth-yl)carbamate